P(=O)(OCC(CCCC)CC)(OCC(CCCC)CC)OC1=CC=C(C=C1)C(F)(F)F bis(2-ethylhexyl) 4-trifluoromethylphenyl phosphate